(3s)-3-aminomethyl-5-methylhexanoic acid NC[C@H](CC(=O)O)CC(C)C